(4-bromo-2-fluoro-6-methyl-phenyl)methanol BrC1=CC(=C(C(=C1)C)CO)F